CC(C)C[C@@H](C(=O)N1CCC[C@H]1C(=O)[O-])[NH3+] The molecule is a peptide zwitterion obtained by transfer of a proton from the carboxy to the amino terminus of Leu-Pro. It is a tautomer of a Leu-Pro.